[Sn]=[Se] stannum selenide